Cl.C(C)O ethanol hydrochloride